O=C1SC(C(N1)=O)=CC1=CC=C(OC2CCN(CC2)C(=O)NC2=CC(=C(C=C2)OC(F)(F)F)F)C=C1 4-{4-[(2,4-dioxothiazolidin-5-ylidene)methyl]phenoxy}-N-[3-fluoro-4-(trifluoromethoxy)phenyl]piperidine-1-carboxamide